NC1=CC(=C(C(=N1)Cl)Cl)SC=1C=CC=2C(=NC=C(N2)N2CCC3(C(C(OC3)C)N)CC2)N1 8-(6-((6-amino-2,3-dichloropyridin-4-yl)thio)pyrido[2,3-b]pyrazin-2-yl)-3-methyl-2-oxa-8-azaspiro[4.5]decan-4-amine